C(CC)C(C(=O)[O-])(C(=O)[O-])CCC.[K+].[Li+].C[SiH](C1=CC=C(C=C1)C(=C)C1=CC=CC=C1)C Dimethyl-[4-(1-phenylvinyl)phenyl]silane Lithium potassium 2,2-dipropylmalonate